C1(CC1)CC1=C(C(=NN1C=1SC=C(N1)C(=O)O)C1=CC(=C(C=C1)F)C1=CC=2CCCCC2C=C1)CC1=CC(=C(C=C1)S(N)(=O)=O)F 2-(5-(cyclopropylmethyl)-3-(4-fluoro-3-(5,6,7,8-tetrahydronaphthalen-2-yl)phenyl)-4-(3-fluoro-4-sulfamoylbenzyl)-1H-pyrazol-1-yl)thiazole-4-carboxylic acid